cytidineAT [C@]1([C@H](O)[C@H](O)[C@@H](CO)O1)(N1C(=O)N=C(N)C=C1)C(=O)[O-]